FC1=CC=C2C=NC(=NC2=C1C=1C=C(C=CC1)NC(C=C)=O)NC1=CC=C(C=C1)N[C@H]1CNCC1 (R)-N-(3-(7-fluoro-2-((4-(pyrrolidin-3-ylamino)phenyl)amino)quinazolin-8-yl)phenyl)acrylamide